2-(2,6-dioxopiperidin-3-yl)-4-aminoisoindoline-1,3-dione O=C1NC(CCC1N1C(C2=CC=CC(=C2C1=O)N)=O)=O